1-(tetrahydro-2H-pyran-2-yl)-6-((triisopropylsilyl)ethynyl)-1H-indazol-5-amine O1C(CCCC1)N1N=CC2=CC(=C(C=C12)C#C[Si](C(C)C)(C(C)C)C(C)C)N